5,7-dichloro-1,6-naphthyridin-3-ol ClC1=C2C=C(C=NC2=CC(=N1)Cl)O